ClC1=C(C(=O)O)C(=CC(=C1)C1=CN(C(C(=C1C)C)=O)C)OC 2-chloro-6-methoxy-4-(1,4,5-trimethyl-6-oxo-3-pyridinyl)benzoic acid